4-((1-methyl-2-oxoindol-5-yl)amino)pyrimidine-5-carbonitrile CN1C(CC2=CC(=CC=C12)NC1=NC=NC=C1C#N)=O